tert-butyl (4-methoxybenzyl)(4-(6-morpholinopyridin-3-yl)thiazol-2-yl)carbamate COC1=CC=C(CN(C(OC(C)(C)C)=O)C=2SC=C(N2)C=2C=NC(=CC2)N2CCOCC2)C=C1